C1(=CC=CC=C1)/C(=C\C1=CC=CC=C1)/[SiH2]C1=CC=CC=C1 (E)-(1,2-diphenylvinyl)(phenyl)silane